3-(3-CYANOPHENYL)-4-CYCLOPROPYL-N-(2-(TRIFLUOROMETHYL)PYRIDIN-4-YL)ISOTHIAZOLE-5-CARBOXAMIDE C(#N)C=1C=C(C=CC1)C1=NSC(=C1C1CC1)C(=O)NC1=CC(=NC=C1)C(F)(F)F